The molecule is an aminoheptasaccharide that is the MAN-3 glycan, alpha-D-Manp-(1->3)-[alpha-D-Manp-(1->6)]-beta-D-Manp-(1->4)-beta-D-GlcpNAc-(1->4)-D-GlcpNAc, in which the (1->6) linked mannosyl group has been glycosylated at positions 3 and 6 by alpha-D-mannopyranosyl groups. It is an amino heptasaccharide and a high-mannose oligosaccharide. CC(=O)N[C@@H]1[C@H]([C@@H]([C@H](O[C@H]1O[C@@H]2[C@H](OC([C@@H]([C@H]2O)NC(=O)C)O)CO)CO)O[C@H]3[C@H]([C@H]([C@@H]([C@H](O3)CO[C@@H]4[C@H]([C@H]([C@@H]([C@H](O4)CO[C@@H]5[C@H]([C@H]([C@@H]([C@H](O5)CO)O)O)O)O)O[C@@H]6[C@H]([C@H]([C@@H]([C@H](O6)CO)O)O)O)O)O)O[C@@H]7[C@H]([C@H]([C@@H]([C@H](O7)CO)O)O)O)O)O